CC1=NC2=C(N1)C=C(C=C2)C2=CC=C(C=C2)C2=CC(=CC=C2)C 2-Methyl-6-(3'-Methyl-[1,1'-Biphenyl]-4-yl)-1H-benzo[d]Imidazole